6-(5,5-dimethyl-1,3,2-dioxaborolan-2-yl)-4-(trifluoromethyl)quinoline-2-carboxylic acid ethyl ester C(C)OC(=O)C1=NC2=CC=C(C=C2C(=C1)C(F)(F)F)B1OC(CO1)(C)C